FC(F)C1=C(C=O)C=CC=C1F (difluoromethyl)-3-fluorobenzaldehyde